C(=O)=[Co](I)I carbonyl-diiodocobalt